Cl[C@@H](C(C)(O)C)C r-3-chloro-2-methyl-2-butanol